FC(OC=1C=C(C=NC1)N)F 5-(difluoromethoxy)pyridin-3-amine